[OH-].C(C)(C)(C)C1=CC=C(C(=O)[O-])C=C1.C(C)(C)(C)C1=CC=C(C(=O)[O-])C=C1.[Al+3] aluminum bis(4-t-butyl-benzoate) hydroxide